{1-[4-(4-Cyclopropylmethoxy-6-methyl-pyrimidin-2-yl)-2,6-difluoro-phenyl]-pyrrolidin-3-yl}-acetic acid C1(CC1)COC1=NC(=NC(=C1)C)C1=CC(=C(C(=C1)F)N1CC(CC1)CC(=O)O)F